FC=1C=CC(=C(C1)C(C)=O)OCC(=C)CO 1-(5-fluoro-2-((2-(hydroxymethyl)allyl)oxy)phenyl)ethan-1-one